3-aminohydroxybenzotrifluoride NC=1C(=C(C=CC1)C(F)(F)F)O